C(C)(C)(C)OC(=O)N1CCN(CC1)[C@H]1COC[C@H]1OC 4-((3S,4S)-4-methoxytetrahydrofuran-3-yl)piperazine-1-carboxylic acid tert-butyl ester